BrC=1C=C(C=C(C1)C(F)(F)F)C1=C(C=C(C=C1)F)C(=O)N1CC(C1)F [2-[3-bromo-5-(trifluoromethyl)phenyl]-5-fluorophenyl]-(3-fluoroazetidin-1-yl)methanone